1-bromo-3-(diethoxymethyl)benzene 13-ethyl-5,8,11-trioxa-1-heptadecanesulfonate C(C)C(COCCOCCOCCCCS(=O)(=O)O)CCCC.BrC1=CC(=CC=C1)C(OCC)OCC